N-benzyl-5-chlorothieno[3,2-b]pyridin-3-amine C(C1=CC=CC=C1)NC1=CSC=2C1=NC(=CC2)Cl